ClC=1C=CC(=C(C1)NC=1C=NC=2CCN(CC2C1)C=1C(=C(C=2N(N1)C=NN2)C)C)F N-(5-chloro-2-fluoro-phenyl)-6-(7,8-dimethyl-[1,2,4]triazolo[4,3-b]pyridazin-6-yl)-7,8-dihydro-5H-1,6-naphthyridin-3-amine